Cl.FC1=C(C=CC(=C1)F)C1=NN=C(O1)C(=O)NCC1CCN(CC1)C\C=C\C1=CC=CC=C1 5-(2,4-difluorophenyl)-N-({1-[(2E)-3-phenylprop-2-en-1-yl]piperidin-4-yl}methyl)-1,3,4-oxadiazole-2-carboxamide hydrochloride